ethyl 5-[(4S,5S)-7-ethyl-3-methyl-6-oxo-1-phenyl-5-[3-(trifluoromethyl) benzamido]-1H,4H,5H,6H,7H-pyrazolo[3,4-b]pyridin-4-yl]-2-fluorobenzoate C(C)N1C2=C([C@@H]([C@@H](C1=O)NC(C1=CC(=CC=C1)C(F)(F)F)=O)C=1C=CC(=C(C(=O)OCC)C1)F)C(=NN2C2=CC=CC=C2)C